N-(6-(4-isopropyl-4H-1,2,4-triazol-3-yl)pyridin-2-yl)-4-phenyl-1H-pyrrole-2-carboxamide C(C)(C)N1C(=NN=C1)C1=CC=CC(=N1)NC(=O)C=1NC=C(C1)C1=CC=CC=C1